ClC1=C(N)C=CC(=C1)C#CC 2-chloro-4-(prop-1-yn-1-yl)aniline